N1(C=CC=C1)CCC(=O)O 3-(pyrrol-1-yl)-propionic acid